3-(1-oxo-4-{[(1s,4s)-4-{4-[(4-methoxyphenyl)methyl]-1,2,4-triazol-3-yl}cyclohexyl]amino}-3H-isoindol-2-yl)piperidine-2,6-dione O=C1N(CC2=C(C=CC=C12)NC1CCC(CC1)C1=NN=CN1CC1=CC=C(C=C1)OC)C1C(NC(CC1)=O)=O